8-methyl-3-(2-{[(3S)-piperidin-3-yl]amino}-5-(trifluoromethyl)pyrimidin-4-yl)-1H,4H,5H,8H,9H-pyrrolo[2,3-c]azocin-9-one CN1C(C2=C(CCC=C1)C(=CN2)C2=NC(=NC=C2C(F)(F)F)N[C@@H]2CNCCC2)=O